1-(3-chloro-4-(2-hydroxyethoxy)phenyl)-3-(4-isopropyl-2-(4-(trifluoromethyl)phenyl)thiazol-5-yl)propan-1-one ClC=1C=C(C=CC1OCCO)C(CCC1=C(N=C(S1)C1=CC=C(C=C1)C(F)(F)F)C(C)C)=O